FC=1C=C2CN(CC2=CC1O)C1=C(C(N(N=C1)COCC[Si](C)(C)C)=O)C(F)(F)F 5-(5-fluoro-6-hydroxy-2,3-dihydro-1H-isoindol-2-yl)-4-(trifluoromethyl)-2-[[2-(trimethylsilyl)ethoxy]methyl]-2,3-dihydropyridazin-3-one